2-hydroxy-3-phenoxy-propyl acrylate C(C=C)(=O)OCC(COC1=CC=CC=C1)O